FC=1C=C(C(=O)O)C=C(C1)C1=NC=NC=2NC(CN(C12)C)=O 3-fluoro-5-(5-methyl-7-oxo-5,6,7,8-tetrahydropteridin-4-yl)benzoic acid